N-(4-((3-aminopropyl)(methyl)amino)quinolin-8-yl)picolinamide hydrochloride Cl.NCCCN(C1=CC=NC2=C(C=CC=C12)NC(C1=NC=CC=C1)=O)C